NCCCN(CCCCCCCC(=O)OCCC(CCC)CCC)CCCCCCCC(OC(CCCCCC)CCCCCC)=O 3-propylhexyl 8-[(3-aminopropyl)[8-oxo-8-(tridecan-7-yloxy)octyl]amino]octanoate